ethyl N-(2-(4-methoxypyridin-2-yl)-6,7-dihydro-5H-cyclopenta[d]pyrimidin-4-yl)-N-methylglycinate COC1=CC(=NC=C1)C=1N=C(C2=C(N1)CCC2)N(CC(=O)OCC)C